(pyridin-3-yl)azetidin-3-amine, bistrifluoroacetate salt FC(C(=O)O)(F)F.FC(C(=O)O)(F)F.N1=CC(=CC=C1)N1CC(C1)N